C(#N)C=1C=NN2C1C(=CC(=C2)C=2C=NN(C2)C)C=2N=CC(=NC2)N2[C@@H]1CC3CC(C[C@@H]2C3)(C1)NC(C)=O N-((1R,3S,5s,7s)-2-(5-(3-cyano-6-(1-methyl-1H-pyrazol-4-yl)pyrazolo[1,5-a]pyridin-4-yl)pyrazin-2-yl)-2-azaadamantan-5-yl)acetamide